FC(C1=NN=C(O1)C=1C=NC(=NC1)N(C(OCC(=O)N(CC)CC)=O)C1(CC1)C1=CC=C(C=C1)F)F 2-(diethylamino)-2-oxoethyl (5-(5-(difluoromethyl)-1,3,4-oxadiazol-2-yl)pyrimidin-2-yl)(1-(4-fluorophenyl)cyclopropyl)carbamate